F[C@H]1C[C@@H](N(C1)C)COC=1C=CC(=C(C(=O)NC2(CC2)C2=CC=CC3=CC=CC=C23)C1)C 5-(((2R,4S)-4-Fluoro-1-methylpyrrolidin-2-yl)methoxy)-2-methyl-N-(1-(naphthalen-1-yl)cyclopropyl)benzamide